FC(C1=CC(=C(C=C1)C1=CC=C(N=N1)N([C@@H]1[C@@H]([C@H]2CC[C@@H](C1)N2C(=O)OC(C)(C)C)F)C)O)F (1R,2S,3S,5S)-tert-butyl 3-((6-(4-(difluoromethyl)-2-hydroxyphenyl) pyridazin-3-yl) (methyl) amino)-2-fluoro-8-azabicyclo[3.2.1]octane-8-carboxylate